(S,E)-3-(Octadecan-2-en-1-yloxy)propane-1,2-diol C(\C=C\CCCCCCCCCCCCCCC)OC[C@H](CO)O